C=1CSC=2C1C1=CC(C=NC1=CC2)=O thieno[3,2-f]quinolin-8-one